1-amino-4-(2-hydroxy-ethyl)-amino-5-chloro-2-nitrobenzene NC1=C(C(=C(C(=C1)Cl)CCO)N)[N+](=O)[O-]